Methyl 6-(2-fluoropyrimidin-5-yl)spiro[3.3]hept-5-ene-2-carboxylate FC1=NC=C(C=N1)C1=CC2(CC(C2)C(=O)OC)C1